N-[5-(5,6-dimethoxypyridin-3-yl)-4-fluoro-2-[rac-(3R,5S)-3,4,5-trimethylpiperazin-1-yl]phenyl]-6-oxo-4-(trifluoromethyl)-1H-pyridine-3-carboxamide COC=1C=C(C=NC1OC)C=1C(=CC(=C(C1)NC(=O)C1=CNC(C=C1C(F)(F)F)=O)N1C[C@H](N([C@H](C1)C)C)C)F |r|